4-Methyl-3-phenyl-5-(3-(2,2,2-trifluoroacetyl)phenyl)-1H-pyrrol CC=1C(=CNC1C1=CC(=CC=C1)C(C(F)(F)F)=O)C1=CC=CC=C1